methyl di-isooctyl phosphate P(=O)(OC)(OCCCCCC(C)C)OCCCCCC(C)C